(S)-N-((R)-1-(4-carbamimidoylthiophen-2-yl)ethyl)-7-((2'-chloro-4'-fluoro-[1,1'-biphenyl]-4-carbonyl)glycyl)-1,4-dioxa-7-azaspiro[4.4]nonane-8-carboxamide C(N)(=N)C=1C=C(SC1)[C@@H](C)NC(=O)[C@H]1N(CC2(OCCO2)C1)C(CNC(=O)C1=CC=C(C=C1)C1=C(C=C(C=C1)F)Cl)=O